C1(=CC=CC=C1)C1=NC(=NC(=N1)C1=CC=C(C=C1)[Si](C1=CC=CC=C1)(C1=CC=CC=C1)C1=CC=CC=C1)C1=CC=C(C=C1)[Si](C1=CC=CC=C1)(C1=CC=CC=C1)C1=CC=CC=C1 2-phenyl-4,6-bis(4-(triphenylsilyl)phenyl)-1,3,5-triazine